C[C@H]1N(CCOC1)C1=NC2=C(N=CC=C2C(=C1)C=1C(=NC=CC1)OC(C)C)C1=CC=NN1 2-[(3R)-3-methylmorpholin-4-yl]-4-[2-(propan-2-yloxy)pyridin-3-yl]-8-(1H-pyrazol-5-yl)-1,7-naphthyridine